C(C)C1=C(C=CC=C1)C=1CCCC2=C(C1C1=CC=C(C=C1)C=C1CN(C1)CCCF)C=CC=C2 8-(2-Ethylphenyl)-9-(4-((1-(3-fluoropropyl)azetidin-3-yliden)methyl)phenyl)-6,7-dihydro-5H-benzo[7]annulen